(2-(methoxycarbonyl)-1-methyl-1H-pyrrol-3-yl)boronic acid COC(=O)C=1N(C=CC1B(O)O)C